C(CCC)[Sn](C1=C(N=C(S1)C1CCC2(OCCO2)CC1)C(F)(F)F)(CCCC)CCCC tributyl-[2-(1,4-dioxaspiro[4.5]decan-8-yl)-4-(trifluoromethyl)thiazol-5-yl]stannane